C(C=C)(=O)OCCC[Si](O)(C)C acryloxypropyldimethylhydroxysilane